(S)-2-amino-3-(1H-indol-3-yl)-N-((1-(2-oxo-2-((2-(2-pyridyl)-1-(phenyl)ethyl)amino)ethyl)cyclohexyl)methyl)propanamide N[C@H](C(=O)NCC1(CCCCC1)CC(NC(CC1=NC=CC=C1)C1=CC=CC=C1)=O)CC1=CNC2=CC=CC=C12